rel-3''-chloro-4''-((3,5-difluoropyridin-2-yl)methoxy-d2)-3-(2-hydroxypropan-2-yl)-5',6''-dimethyl-2H,2''H-[1,2':4',1''-terpyridine]-2,2''-dione ClC=1C(N(C(=CC1OC([2H])([2H])C1=NC=C(C=C1F)F)C)C1=CC(=NC=C1C)N1C(C(=CC=C1)C(C)(C)O)=O)=O